4-(6-Fluoroquinolin-4-yl)cyclohexylamine FC=1C=C2C(=CC=NC2=CC1)C1CCC(CC1)N